S-methyl 2-methylthiopropionate CC(C(=O)SC)C